FC=1C(=CC=C2C(=NN(C12)C)C1C(NC(CC1)=O)=O)N1CCN(CC1)CC1CCNCC1 3-(7-fluoro-1-methyl-6-(4-(piperidin-4-ylmethyl)piperazin-1-yl)-1H-indazol-3-yl)piperidine-2,6-dione